1,1,4,4-tetrakis(3-bromo-4-hydroxyphenyl)butane BrC=1C=C(C=CC1O)C(CCC(C1=CC(=C(C=C1)O)Br)C1=CC(=C(C=C1)O)Br)C1=CC(=C(C=C1)O)Br